C(#N)C1=CC=C(C=C1)N1C=CC2=CC(=CC=C12)C(C(=O)N)=C (1-(4-cyanophenyl)-1H-indol-5-yl)acrylamide